6-(3-(hydroxymethyl)pyrrolidin-1-yl)-4-methoxypyridine-3-carbonitrile OCC1CN(CC1)C1=CC(=C(C=N1)C#N)OC